3-amino-4-bromothiophene-2-carboxamide NC1=C(SC=C1Br)C(=O)N